C1(=CC=CC=C1)N(C1=CC=CC=C1)C1=CC=CC=C1 triphenyl-amine